2-[(4-{6-[(4-chloro-2-fluorobenzyl)oxy]pyridin-2-yl}piperidin-1-yl)methyl]-1-[(1-methyl-1H-imidazol-5-yl)methyl]-1H-benzimidazole-6-carboxylic acid ClC1=CC(=C(COC2=CC=CC(=N2)C2CCN(CC2)CC2=NC3=C(N2CC2=CN=CN2C)C=C(C=C3)C(=O)O)C=C1)F